FC1=CC=C(C=C1)CC(=O)NC1=NC=CC(=C1)C1=C(C=2C(=NC=CN2)N1)C1=CC=CC=C1 2-(4-fluorophenyl)-N-[4-(7-phenyl-5H-pyrrolo[2,3-b]pyrazin-6-yl)pyridin-2-yl]acetamide